cyclopropyloxyphenyluracilcarboxylic acid allyl ester C(C=C)OC(=O)C=1C(NC(NC1C1=C(C=CC=C1)OC1CC1)=O)=O